FC(OC1=CC(=C(C=[NH+]1)C1=CC=C(C=C1)C1(COC1)C(=O)NC1=CC=C(C=C1)F)C(C)(C)O)F 3-[4-[6-(difluoromethoxy)-4-(1-hydroxy-1-methyl-ethyl)pyridin-1-ium-3-yl]phenyl]-N-(4-fluorophenyl)oxetane-3-carboxamide